tert-butyl 9,9-difluoro-2-azaspiro[5.5]undecane-2-carboxylate FC1(CCC2(CCCN(C2)C(=O)OC(C)(C)C)CC1)F